C(CCC)C=1C=CC2=C(SC3=C2C(C(=C3C)C)[Si](C)(C)C3C(=C(C2=C3C3=C(S2)C=C(C=C3)CCCC)C)C)C1 bis(6-butyl-2,3-dimethyl-1H-benzo[b]cyclopenta[d]thiophen-1-yl)dimethylsilane